Tert-butyl (S)-4-bromo-2-((S)-1-(tert-butoxycarbonyl) pyrrolidin-2-yl)-5-chloro-6-fluoro-2-phenylindoline-1-carboxylate BrC1=C2C[C@](N(C2=CC(=C1Cl)F)C(=O)OC(C)(C)C)(C1=CC=CC=C1)[C@H]1N(CCC1)C(=O)OC(C)(C)C